(R)-2-Amino-3-(2-(4-((5-chloro-3-fluoropyridin-2-yl)oxy)phenyl)-2H-tetrazol-5-yl)propan-1-ol N[C@@H](CO)CC=1N=NN(N1)C1=CC=C(C=C1)OC1=NC=C(C=C1F)Cl